2-(6-{5-chloro-2-[(oxan-4-yl)amino]pyrimidin-4-yl}-1-oxo-2,3-dihydro-1H-isoindol-2-yl)-N-[1-(1,3-dihydro-2-benzofuran-4-yl)-2-hydroxyethyl]-acetamide ClC=1C(=NC(=NC1)NC1CCOCC1)C1=CC=C2CN(C(C2=C1)=O)CC(=O)NC(CO)C1=CC=CC=2COCC21